FC1=C(C=C(C(=C1)OC)OCC=1C=CC(=C2C=CN=CC12)F)N1C(NC=2C(C1=O)=C(SC2)C(=O)O)=O 3-{2-fluoro-5-[(5-fluoroisoquinolin-8-yl)methoxy]-4-methoxyphenyl}-2,4-dioxo-1H-thieno[3,4-d]pyrimidine-5-carboxylic acid